QUINOLINECARBOXYLIC ACID C1=CC=C2C(=C1)C=CC(=N2)C(=O)O